FC(CN1C=NC(=C1C=1C=CC=2N(N1)C(=CN2)C#N)C2=CC=C(C=C2)C(F)(F)F)F 6-(1-(2,2-difluoroethyl)-4-(4-(trifluoromethyl)phenyl)-1H-imidazol-5-yl)imidazo[1,2-b]pyridazine-3-carbonitrile